OC1(C2CCN(C2C1)C(=O)OC(C)(C)C)C tert-butyl 6-hydroxy-6-methyl-2-azabicyclo[3.2.0]heptane-2-carboxylate